glycyl-L-phenylalaninate NCC(=O)N[C@@H](CC1=CC=CC=C1)C(=O)[O-]